N1(N=CC=C1)C1=CC(=NC=N1)N[C@H](C(=O)O)CCN(CCCCC1=NC=2NCCCC2C=C1)CCOCC(F)F (S)-2-((6-(1H-pyrazol-1-yl)pyrimidin-4-yl)amino)-4-((2-(2,2-difluoroethoxy)ethyl)(4-(5,6,7,8-tetrahydro-1,8-naphthyridin-2-yl)butyl)amino)butanoic acid